ClC1=CC=C(C=C1)C=1N=C2N(C=CC=C2)C1CN1CC2CCC(C1)N2C(=O)OCC Ethyl 3-{[2-(4-chlorophenyl)imidazo[1,2-a]pyridin-3-yl]methyl}-3,8-diazabicyclo[3.2.1]octane-8-carboxylate